1-fluoro-3-isothiocyanato-2-methoxybenzene FC1=C(C(=CC=C1)N=C=S)OC